6,8-dibromoisochromane-7-carbonitrile BrC=1C=C2CCOCC2=C(C1C#N)Br